BrC=1C=2C(N=CC1)=CN(N2)CCCCO 4-(7-bromopyrazolo[4,3-b]pyridin-2-yl)butan-1-ol